ClC=1C=C2C(C(=C(OC2=CC1)C(=O)NCCCN(C)C)C(C1=CC(=C(C=C1)OC)O)=O)=O 6-Chloro-N-(3-(dimethylamino)propyl)-3-(3-hydroxy-4-methoxybenzoyl)-4-oxo-4H-chromene-2-carboxamide